(R)-N-(2-chloro-3'-(7-cyano-5-((3-hydroxypyrrolidin-1-yl)methyl)benzo[d]oxazol-2-yl)-2'-methylbiphenyl-3-yl)-1-methyl-4,5,6,7-tetrahydro-1H-imidazo[4,5-c]pyridine-2-carboxamide ClC1=C(C=CC=C1NC(=O)C=1N(C2=C(CNCC2)N1)C)C1=C(C(=CC=C1)C=1OC2=C(N1)C=C(C=C2C#N)CN2C[C@@H](CC2)O)C